perfluorophenyl 2-(3-chlorophenyl)acetate ClC=1C=C(C=CC1)CC(=O)OC1=C(C(=C(C(=C1F)F)F)F)F